2-(6-(4-Carbamylpiperidin-1-yl)pyridin-3-yl)-2-methylpropanoic acid methyl ester COC(C(C)(C)C=1C=NC(=CC1)N1CCC(CC1)C(N)=O)=O